C(C)(C)(C)C=1C=C(C)C=C(C1)C(C)(C)C 3,5-di-tert-butyl-toluene